6-(1-(5-Chloropyridin-2-yl)cyclopropyl)-N-(2-(4-cyanothiazolidin-3-yl)-2-oxoethyl)quinoline-4-carboxamide ClC=1C=CC(=NC1)C1(CC1)C=1C=C2C(=CC=NC2=CC1)C(=O)NCC(=O)N1CSCC1C#N